(2R,4S)-N-((S)-1-(((6-amino-2-methylpyridin-3-yl)methyl)amino)-1-oxopropan-2-yl)-4-((5-chlorothiophene-3-yl)methyl)pyrrolidine-2-carboxamide dihydrochloride Cl.Cl.NC1=CC=C(C(=N1)C)CNC([C@H](C)NC(=O)[C@@H]1NC[C@H](C1)CC1=CSC(=C1)Cl)=O